(R)-N-(1-cyanopyrrolidin-3-yl)-2-fluoro-4-(5-fluoro-2-methylpyrimidin-4-yl)benzamide C(#N)N1C[C@@H](CC1)NC(C1=C(C=C(C=C1)C1=NC(=NC=C1F)C)F)=O